FC1=CC(=C2CN(CC2=C1C(NC=1C=C(C=2N(C1)C=C(N2)C)F)=O)C)N2CCN(CC2)C(=O)OC(C)(C)C tert-butyl 4-[6-fluoro-7-[(8-fluoro-2-methyl-imidazo[1,2-a]pyridin-6-yl)carbamoyl]-2-methyl-isoindolin-4-yl]-piperazine-1-carboxylate